BrC=1N=C(SC1)C1=CN(C2=NC=C(N=C21)[2H])S(=O)(=O)C2=CC=C(C)C=C2 4-bromo-2-(5-tosyl-5H-pyrrolo[2,3-b]pyrazin-7-yl-2-d)thiazole